N1=NN(C2=NC=CC=C21)OC(N(C)C)=[N+](C)C 2-(3H-[1,2,3]triazolo[4,5-b]pyridin-3-yl)-1,1,3,3-tetramethylisouronium